1-(2-(6-Chloro-3-((3,4-dichlorophenyl)amino)-9H-carbazol-1-yl)ethyl)guanidine ClC=1C=C2C=3C=C(C=C(C3NC2=CC1)CCNC(=N)N)NC1=CC(=C(C=C1)Cl)Cl